N,N-diethyl-3-aminopropyl-triethoxysilane C(C)N(CCC[Si](OCC)(OCC)OCC)CC